NC(CP(O)(=O)CCC)=NO (2-amino-2-(hydroxyimino)ethyl)(propyl)phosphinic acid